(2-(9H-Carbazol-9-yl)phenyl)boronic acid C1=CC=CC=2C3=CC=CC=C3N(C12)C1=C(C=CC=C1)B(O)O